C[C@H]1OCC[C@H](C1)N1C(=NC=2C=NC=3C=CC(=CC3C21)C#N)CC=2C=NN(C2)COCC[Si](C)(C)C 1-((2R,4R)-2-methyltetrahydro-2H-pyran-4-yl)-2-((1-((2-(trimethylsilyl)ethoxy)methyl)-1H-pyrazol-4-yl)methyl)-1H-imidazo[4,5-C]quinolin-8-carbonitrile